4-(di-p-tolylamino)-4'-[4-(di-p-tolylamino)styryl]stilbene C1(=CC=C(C=C1)N(C1=CC=C(C=C1)C=CC1=CC=C(C=C1)C=CC1=CC=C(C=C1)N(C1=CC=C(C=C1)C)C1=CC=C(C=C1)C)C1=CC=C(C=C1)C)C